1-(2-(2-methoxyphenyl)-2-((tetrahydro-2H-pyran-4-yl)oxy)ethyl)-5-methyl-6-(oxazol-2-yl)-3-(1-pyridineformylazetidin-3-yl)thieno[2,3-d]pyrimidine COC1=C(C=CC=C1)C(CN1CN(CC2=C1SC(=C2C)C=2OC=CN2)C2CN(C2)C(=O)C2=NC=CC=C2)OC2CCOCC2